N-trityltetrahydro-2H-pyran-4-sulfinamide C(C1=CC=CC=C1)(C1=CC=CC=C1)(C1=CC=CC=C1)NS(=O)C1CCOCC1